2-(4-methylbenzyl)-2-dimethylamino-1-(4-morpholinylphenyl)-1-butanone CC1=CC=C(CC(C(=O)C2=CC=C(C=C2)N2CCOCC2)(CC)N(C)C)C=C1